C(C)(C)(C)C1=NC(=NC(=N1)C(C)(C)C)C1=CC=C(C=C1)B1OC(C(O1)(C)C)(C)C 2,4-di-tert-butyl-6-(4-(4,4,5,5-tetramethyl-1,3,2-dioxaborolan-2-yl)phenyl)-1,3,5-triazine